NC1=NC(=C(C(=N1)CCC#N)CC1=C(C=CC=C1)OC)Cl 3-(2-amino-6-chloro-5-(2-methoxybenzyl)pyrimidin-4-yl)propanenitrile